N-[8-{3-(trifluoromethyl)phenoxy}chroman-3-yl]acrylamide FC(C=1C=C(OC=2C=CC=C3CC(COC23)NC(C=C)=O)C=CC1)(F)F